2-((6-methoxy-2-methyl-1,2,3,4-tetrahydroisoquinolin-7-yl)amino)-7-methyl-9-phenyl-7,9-dihydro-8H-purin-8-one COC=1C=C2CCN(CC2=CC1NC1=NC=C2N(C(N(C2=N1)C1=CC=CC=C1)=O)C)C